S1C=CC2=C1C1=C(S2)SC=C1 dithieno[2,3-b:2',3'-d]thiophene